[NH4+].FC1=CC=C(C2=NON=C21)S(=O)(=O)[O-] 7-fluorobenzofurazane-4-sulfonic acid ammonium salt